3-((S)-2-Acrylamido-3,3-dimethylbutanoyl)-N-(4-amino-1-cyclopropyl-3,4-dioxobutan-2-yl)-6,6-dimethyl-3-azabicyclo[3.1.0]hexane-2-carboxamide C(C=C)(=O)N[C@H](C(=O)N1C(C2C(C2C1)(C)C)C(=O)NC(CC1CC1)C(C(=O)N)=O)C(C)(C)C